FC(C(=O)O)(F)F.NC[C@H]1C[C@H](NC1)CONC(=O)[C@H]1N2C(N([C@H](CC1)C2)OS(=O)(=O)O)=O (2S,5R)-N-{[(2S,4R)-4-Aminomethyl-pyrrolidin-2-yl]methyloxy}-7-oxo-6-(sulfooxy)-1,6-diazabicyclo[3.2.1]octane-2-carboxamide trifluoroacetate salt